C1(CCC1)C1=NN=C(O1)C(=O)N1[C@@H](C2=C(CC1)NC=N2)C2=NN1C(C(=CC=C1)C)=C2 (S)-(5-cyclobutyl-1,3,4-oxadiazol-2-yl)(4-(4-methylpyrazolo[1,5-a]pyridin-2-yl)-6,7-dihydro-1H-imidazo[4,5-c]pyridin-5(4H)-yl)methanone